C(C)(=O)C1=C(C(=C(S1)NC1=C(C=C(C=C1)I)F)C(=O)NC[C@H]1OC(OC1)(C)C)C (R)-5-acetyl-N-((2,2-dimethyl-1,3-dioxolan-4-yl)methyl)-2-((2-fluoro-4-iodophenyl)amino)-4-methylthiophene-3-carboxamide